CC1=CC(=NN1)NC=1C2=C(N=C(N1)NC1CC3CCC(C1)N3CCC#N)SC=N2 3-((3-Exo)-3-((7-((5-methyl-1H-pyrazol-3-yl)amino)thiazolo[5,4-d]pyrimidin-5-yl)amino)-8-azabicyclo[3.2.1]oct-8-yl)propionitrile